NCCNCCC[SiH2]C(OC)OC 3-(2-aminoethyl-amino)propyl-dimethoxymethyl-silane